methyl 6-acetyl-5-aminonicotinate C(C)(=O)C1=NC=C(C(=O)OC)C=C1N